3-methylpiperidin CC1CNCCC1